methyl-tri-octylammonium hydrogen sulfate S(=O)(=O)(O)[O-].C[N+](CCCCCCCC)(CCCCCCCC)CCCCCCCC